C(C)O[Mo](OCC)(OCC)(OCC)OCC Pentaethoxymolybdenum(V)